C(C)(C)OC1=C(C=CC=C1)B(O)O 2-isopropoxyphenylboronic acid